fluoro-N-(2-(3-(trifluoromethyl)phenyl)pyridin-3-yl)benzamide FC1=C(C(=O)NC=2C(=NC=CC2)C2=CC(=CC=C2)C(F)(F)F)C=CC=C1